2-{[6-(([(3-fluorocyclobutyl)methyl]amino)methyl)imidazo[1,2-a]pyridin-2-yl]methyl}-5-{6-oxa-2-azaspiro[3.5]nonan-2-yl}-1,2-dihydro-2,7-naphthyridin-1-one FC1CC(C1)CNCC=1C=CC=2N(C1)C=C(N2)CN2C(C1=CN=CC(=C1C=C2)N2CC1(C2)COCCC1)=O